8-(3-(4-methyl-2-oxopyrazin-1-yl)phenyl)pyridino[2,3-d]pyrimidin-7(8H)-one CN1CC(N(C=C1)C=1C=C(C=CC1)N1C(C=CC2=C1N=CN=C2)=O)=O